3-(((8-(6-methyl-5-(trifluoromethyl)pyridin-2-yl)-1,6-naphthyridin-5-yl)amino)methyl)tetrahydrofuran-3-ol CC1=C(C=CC(=N1)C=1C=NC(=C2C=CC=NC12)NCC1(COCC1)O)C(F)(F)F